(S)-6-chloro-2-(1-cyclopropylethyl)-4-(8-oxa-2-azaspiro[4.5]decan-2-yl)-1,2-dihydro-3H-pyrrolo[3,4-c]pyridin-3-one ClC1=CC2=C(C(=N1)N1CC3(CC1)CCOCC3)C(N(C2)[C@@H](C)C2CC2)=O